C(CCCC#C)(=O)N[C@H](C(=O)N1[C@@H](C[C@H](C1)O)C(=O)NCC1=CC=C(C=C1)C1=C(N=CS1)C)C(C)(C)C (2S,4R)-1-[(2S)-2-(hex-5-ynamido)-3,3-dimethylbutanoyl]-4-hydroxy-N-[4-(4-methyl-1,3-thiazol-5-yl)phenyl]methylpyrrolidine-2-carboxamide